FC1=C(C=CC(=C1)C=1C=C2C=NN(C2=CC1)C)[C@H](N(C(=O)C1CCCCC1)C=1C=C(C=CC1)/C=C/C(=O)OC)[2H] methyl (R,E)-3-(3-(N-((2-fluoro-4-(1-methyl-1H-indazol-5-yl)phenyl)methyl-d)cyclohexanecarboxamido)phenyl)acrylate